7-bromo-2-(4-chlorophenyl)benzo[d]imidazo[2,1-b]thiazole BrC1=CC2=C(N3C(S2)=NC(=C3)C3=CC=C(C=C3)Cl)C=C1